C(C)(C)(C)OC(N(C)CC(=O)N1CCC(CC1)C=1C=C2C(=C(NC2=CC1)C1=CC(=NC(=C1)C)C)CC(F)F)=O (2-(4-(3-(2,2-difluoroethyl)-2-(2,6-dimethylpyridin-4-yl)-1H-indol-5-yl)piperidin-1-yl)-2-oxoethyl)(methyl)carbamic acid tert-butyl ester